pentyl (5-fluoro-1-((2R,5S)-2-(hydroxymethyl)-1,3-oxathiolan-5-yl)-2-oxo-1,2-dihydropyrimidin-4-yl)carbamate FC=1C(=NC(N(C1)[C@@H]1CS[C@@H](O1)CO)=O)NC(OCCCCC)=O